COCCN1N=CC=2C1=NC(=CC2)NC(C2=C(C=CC=C2)N2CCC1(CC1)CC2)=O N-(1-(2-methoxyethyl)-1H-pyrazolo[3,4-b]pyridin-6-yl)-2-(6-azaspiro[2.5]octane-6-yl)benzamide